CC=CC(=O)OCCC[Si](OCC)(OCC)C 3-(methyl)acryloxypropylmethyldiethoxysilane